(E)-N-(4-((6-oxo-5-(trifluoromethyl)-1,6-dihydropyridazin-4-yl)amino)but-2-en-1-yl)-4-(5-(trifluoromethyl)pyrimidin-2-yl)piperazine-1-carboxamide O=C1C(=C(C=NN1)NC/C=C/CNC(=O)N1CCN(CC1)C1=NC=C(C=N1)C(F)(F)F)C(F)(F)F